S1C(=C(C(=C1[2H])[2H])C=O)[2H] thiophene-2,4,5-d3-3-carbaldehyde